C(C)OC=1C=C(CCN)C=C(C1OCC)SCC 3,4-diethoxy-5-ethylthio-phenethylamine